C(C)OC1=C(C=CC=C1)C=1C=C2C(=NC1)NC(N2CC2=C(C#N)C=CC=C2)=O 2-[[6-(2-ethoxyphenyl)-2-oxo-3H-imidazo[4,5-b]pyridin-1-yl]methyl]benzonitrile